2-(2-(4-(2-(6-((1,4-Dioxan-2-yl)methoxy)-3-ethyl-4-hydroxypyridin-2-yl)ethyl)phenoxy)ethyl)isoindoline-1,3-dione O1C(COCC1)COC1=CC(=C(C(=N1)CCC1=CC=C(OCCN2C(C3=CC=CC=C3C2=O)=O)C=C1)CC)O